tert-butyl (2S,4S)-2-(((3-(4-decylphenyl)-1,2,4-oxadiazol-5-yl)methyl)carbamoyl)-4-hydroxypyrrolidine-1-carboxylate C(CCCCCCCCC)C1=CC=C(C=C1)C1=NOC(=N1)CNC(=O)[C@H]1N(C[C@H](C1)O)C(=O)OC(C)(C)C